7-((4-(Dimethylamino)butanoyl)oxy)tridecane-1,13-diyl bis(2,2-bis(heptylthio)acetate) C(CCCCCC)SC(C(=O)OCCCCCCC(CCCCCCOC(C(SCCCCCCC)SCCCCCCC)=O)OC(CCCN(C)C)=O)SCCCCCCC